C[C@@H]1CN(C[C@@H](O1)C)CC1N(CCCC1)C1=CC=C(C=C1)C=1SC(=C(N1)C)S(=O)(=O)N (4-{[(2R,6S)-2,6-dimethylMorphol-4-yl]Methyl-piperidin-1-yl}phenyl)-4-methyl-1,3-thiazole-5-sulfonamide